O1COC2=C1C=CC(=C2)C2=CC=C(S2)CCN2C=NN(C2=O)C\C(\CNC(OC(C)(C)C)=O)=C\F tert-butyl (E)-(2-((4-(2-(5-(benzo[d][1,3]dioxol-5-yl)thiophen-2-yl)ethyl)-5-oxo-4,5-dihydro-1H-1,2,4-triazol-1-yl)methyl)-3-fluoroallyl)carbamate